p-bromocyclohexanone BrC1CCC(CC1)=O